4-bromo-7-fluoro-6-methyl-1-(tetrahydro-2H-pyran-2-yl)-5-(trifluoromethyl)-1H-indazole BrC1=C2C=NN(C2=C(C(=C1C(F)(F)F)C)F)C1OCCCC1